(S)-1-benzyl-N-(7-(3-hydroxy-3-methylbut-1-yn-1-yl)-5-methyl-4-oxo-2,3,4,5-tetrahydrobenzo[b][1,4]oxazepin-3-yl)-1H-1,2,4-triazole-3-carboxamide C(C1=CC=CC=C1)N1N=C(N=C1)C(=O)N[C@@H]1C(N(C2=C(OC1)C=CC(=C2)C#CC(C)(C)O)C)=O